[N+](=O)([O-])C=1C=C2CC3(CN(CC3)C(=O)OC(C)(C)C)CC2=CC1 tert-butyl 5-nitro-1,3-dihydrospiro[indene-2,3'-pyrrolidine]-1'-carboxylate